ClC1=CC(=C(C=C1)C1=CC=C(C=C1)C1CN(C1)C(=O)N1C[C@@H](CC1)N1N=CN=N1)S(=O)(=O)C [3-[4-(4-Chloro-2-methylsulfonyl-phenyl)phenyl]azetidin-1-yl]-[(3R)-3-(tetrazol-2-yl)pyrrolidin-1-yl]methanone